5-cyano-N-(3-(2-cyanopyridin-4-yl)-1H-indazol-5-yl)-3-methylpicolinamide C(#N)C=1C=C(C(=NC1)C(=O)NC=1C=C2C(=NNC2=CC1)C1=CC(=NC=C1)C#N)C